6-[(2,3-Difluoro-4-hydroxyphenyl)methyl]-9-hydroxy-5-methyl-7-oxo-N-[4-(trifluoromethyl)-2-[6-(trifluoromethyl)pyrimidin-4-yl]phenyl]-5,6-diazaspiro[3.5]non-8-ene-8-carboxamide FC1=C(C=CC(=C1F)O)CN1N(C2(CCC2)C(=C(C1=O)C(=O)NC1=C(C=C(C=C1)C(F)(F)F)C1=NC=NC(=C1)C(F)(F)F)O)C